4-Chloro-N-(methyl-d3)-6-(spiro[2.2]pentane-1-carboxamido)nicotinamide ethyl-2-{[(p-methoxyphenyl)methyl]amino}-5,5-dimethyl-3-hexenoate C(C)OC(C(C=CC(C)(C)C)NCC1=CC=C(C=C1)OC)=O.ClC1=CC(=NC=C1C(=O)NC([2H])([2H])[2H])NC(=O)C1CC12CC2